CC1=C(C=CC(=C1S(=O)(=O)O)C)S(=O)(=O)O 2,4-dimethyl-1,3-benzenedisulfonic acid